3-((3,6-Bis(benzophenanthren-2-yl)naphthalen-1-yl)(pyrimidin-4-yl)amino)benzonitrile C1=C2C=3C=CC=CC3C3=C(C2=CC=C1C=1C=C(C2=CC=C(C=C2C1)C=1C=C2C=4C=CC=CC4C4=C(C2=CC1)C=CC=C4)N(C=4C=C(C#N)C=CC4)C4=NC=NC=C4)C=CC=C3